C1(=CC=CC=C1)C1=NOC(C1=CC=1SC(=CC1)N1CCNCC1)=O 3-phenyl-4-((5-(piperazin-1-yl)thiophen-2-yl)methylene)isoxazol-5(4H)-one